(1R)-2,2-difluoro-N-(7-{6-[(1S)-1-hydroxybutyl]-4-methylpyridin-3-yl}-2,6-naphthyridin-3-yl)cyclopropane-1-carboxamide FC1([C@H](C1)C(=O)NC=1N=CC2=CC(=NC=C2C1)C=1C=NC(=CC1C)[C@H](CCC)O)F